N-(6-((4-(2-(3-chloro-4-(2-chloroethoxy)-5-cyanophenyl)propan-2-yl)phenoxy)methyl)pyrazin-2-yl)methanesulfonamide ClC=1C=C(C=C(C1OCCCl)C#N)C(C)(C)C1=CC=C(OCC2=CN=CC(=N2)NS(=O)(=O)C)C=C1